ethyl 2-methyl-α-cyanocinnamate CC1=C(C=C(C(=O)OCC)C#N)C=CC=C1